ClC1=C(C=CC(=N1)NC(=O)[C@H](C(C1CC1)C1CC1)NC(OC(C)(C)C)=O)C=1C(=NN(C1C)COCC[Si](C)(C)C)C tert-butyl N-[(1S)-1-[[6-chloro-5-[3,5-dimethyl-1-(2-trimethylsilylethoxymethyl)pyrazol-4-yl]-2-pyridyl]carbamoyl]-2,2-dicyclopropyl-ethyl]carbamate